hydroxyl-terphenyl OC1=C(C=CC=C1)C=1C(=CC=CC1)C1=CC=CC=C1